ethyl (S)-6-(4-(tert-butoxycarbonyl)-2-methylpiperazin-1-yl)-2-chloro-5-nitropyrimidine-4-carboxylate C(C)(C)(C)OC(=O)N1C[C@@H](N(CC1)C1=C(C(=NC(=N1)Cl)C(=O)OCC)[N+](=O)[O-])C